COC1=C(C(N(C2=NC=C(C=C12)C1=CC=C(C=C1)OC)CCN1CCOCC1)=O)C(=O)N 4-methoxy-6-(4-methoxyphenyl)-1-(2-morpholinoethyl)-2-oxo-1,2-dihydro-1,8-naphthyridine-3-carboxamide